COC(=O)C1=CC2=C(N=C(S2)N)C=C1OC 2-amino-5-methoxy-1,3-benzothiazole-6-carboxylic acid methyl ester